isotridecanol adipate C(CCCCC(=O)O)(=O)O.C(CCCCCCCCCC(C)C)O